N[C@H](CO)CN1CCOCC1 (S)-2-Amino-3-morpholinopropan-1-ol